OC1=C(C(=CC(=C1S(=O)(=O)NC(C)C)CCC)O)C1=C(C=CC(=C1)C)C(=C)C 2,6-dihydroxy-N-isopropyl-5'-methyl-2'-(prop-1-en-2-yl)-4-propyl-[1,1'-biphenyl]-3-sulfonamide